C1(CC1)C=1C=C(C(=O)N=C2NCCN2)C=CC1NC1=CC(=CC=C1)CC(NC(C)C)=O 3-cyclopropyl-N-[(2Z)-imidazolidin-2-ylidene]-4-[(3-{[(propan-2-yl)carbamoyl]methyl}phenyl)amino]benzamide